5-({4-[(1R)-1-phenylethyl]-2-thienyl}carbonyl)pyrimidin C1(=CC=CC=C1)[C@@H](C)C=1C=C(SC1)C(=O)C=1C=NC=NC1